OC1N(C(N(C1)C)=O)C1=NC=CC(=C1)C(F)(F)F 4-hydroxy-1-methyl-3-[4-(trifluoromethyl)pyridine-2-yl]imidazolidin-2-one